tert-Butyl (2R,6S)-4-(2-((trans-4-(dibenzylamino)cyclohexyl)oxy)ethyl)-2,6-dimethylpiperidine-1-carboxylate C(C1=CC=CC=C1)N([C@@H]1CC[C@H](CC1)OCCC1C[C@H](N([C@H](C1)C)C(=O)OC(C)(C)C)C)CC1=CC=CC=C1